(R)-2-(4-Fluorophenyl)-7-methyl-3-(6-methyl-1H-pyrazolo[3,4-b]pyridin-4-yl)-6,7-dihydro-4H-pyrazolo[5,1-c][1,4]oxazine FC1=CC=C(C=C1)C1=NN2C(COC[C@H]2C)=C1C1=C2C(=NC(=C1)C)NN=C2